2-morpholino-4,6-dimercapto-s-triazine O1CCN(CC1)C1=NC(=NC(=N1)S)S